C(C)(=O)NC1=CC=C(C=C1)C=1NC2=CC=C(C=C2C1F)NC(=O)[C@H]1N(CCC1)C([C@H](C1=CC=CC=C1)NC(OC(C)(C)C)=O)=O tert-butyl {(1S)-2-[(2S)-2-({2-[4-(acetylamino)phenyl]-3-fluoro-1H-indol-5-yl}carbamoyl)pyrrolidin-1-yl]-2-oxo-1-phenylethyl}carbamate